C1(CC1)C1=C(C=CC=C1)N1CC2(CC1)C1=C(B(O2)O)C=CC=C1 (2-cyclopropylphenyl)-1H-spiro[benzo[c][1,2]oxaborole-3,3'-pyrrolidin]-1-ol